tert-butyl (E)-3-(cyanomethylene)pyrrolidine-1-carboxylate C(#N)\C=C/1\CN(CC1)C(=O)OC(C)(C)C